[Si](C)(C)(C(C)(C)C)OCC1N2C(OC1)=C(C=N2)S(=O)(N)=NC(C2=CC=CC=C2)(C2=CC=CC=C2)C2=CC=CC=C2 3-(((tert-butyldimethylsilyl)oxy)methyl)-N'-trityl-2,3-dihydropyrazolo[5,1-b]oxazole-7-sulfonimidamide